NC(C(C([2H])([2H])[2H])(C([2H])([2H])[2H])O)C1=CC=C(C=C1)OC([2H])([2H])C12CCC(CC1)CC2 2-(Amino(4-(bicyclo[2.2.2]octan-1-ylmethoxy-d2)phenyl)methyl)propan-1,1,1,3,3,3-d6-2-ol